(picolinoyloxy)iridium N1=C(C=CC=C1)C(=O)O[Ir]